C(C)(C)(C)OC(=O)N1C(CCCC1)C(C)C(C(=O)OCC)C(=O)OCC (±)-Diethyl 2-(1-(1-(tert-butoxycarbonyl)piperidin-2-yl)ethyl)malonate